(4-tetrahydropyran-4-ylphenyl)azetidin O1CCC(CC1)C1=CC=C(C=C1)N1CCC1